C=C(C(=O)O)CC1=CC(=C(C(=C1)C(C)(C)C)O)C(C)(C)C.ClC=1C=C(C=CC1)C(=O)N1CC=2N(CC1)C(=NN2)C#CC=2C=C(C=CC2)C (3-Chlorophenyl)-[3-[2-(m-tolyl)ethynyl]-6,8-dihydro-5H-[1,2,4]triazolo[4,3-a]pyrazin-7-yl]methanone methylene-3-(3',5'-di-tert-butyl-4'-hydroxyphenyl)propionate